1-vinyl-3-butyl-imidazole trifluoromethanesulfonate FC(S(=O)(=O)O)(F)F.C(=C)N1CN(C=C1)CCCC